C(C)(C)(C)OC(=O)N[C@@H](CN1C(N(C(=C(C1=O)C=1C(=C(OCCCC(=O)N)C=CC1)F)C)CC1=C(C=CC=C1C(F)(F)F)F)=O)C1=CC=CC=C1 (R)-4-(3-(3-(2-((tert-butoxycarbonyl)amino)-2-phenylethyl)-1-(2-fluoro-6-(trifluoromethyl)benzyl)-6-methyl-2,4-dioxo-1,2,3,4-tetrahydropyrimidin-5-yl)-2-fluorophenoxy)butanamide